O1CCC2=C1C=CC(=C2)OC2=CC=C(C=C2)C2CCCN1C2=NS(CC1)(=O)=O 9-[4-(2,3-dihydro-1-benzofuran-5-yloxy)phenyl]-3,4,6,7,8,9-hexahydropyrido[2,1-c][1,2,4]thiadiazine 2,2-dioxide